C(C1=CC=CC=C1)OC1=C(C(=CC(=C1)OC)C)C1=CC=C2C(=N1)N=C(O2)N[C@H]2CN(CCC2)C 5-(2-benzyloxy-4-methoxy-6-methyl-phenyl)-N-[(3R)-1-methyl-3-piperidyl]oxazolo[4,5-b]pyridin-2-amine